(E)-N-(5-(4-(4-(2-cyano-4,4-dimethylpent-2-enoyl)piperazin-1-yl)quinazolin-6-yl)-2-methoxypyridin-3-yl)-2,4-difluorobenzenesulfonamide C(#N)/C(/C(=O)N1CCN(CC1)C1=NC=NC2=CC=C(C=C12)C=1C=C(C(=NC1)OC)NS(=O)(=O)C1=C(C=C(C=C1)F)F)=C\C(C)(C)C